S(=O)(=O)(O)Br.[Sb+3] antimony(III) sulfobromide